2-benzyl-2-azaspiro[3.3]heptan-6-yl (2R,6S)-4-(6-methoxyquinoxalin-2-yl)-2,6-dimethylpiperazine-1-carboxylate COC=1C=C2N=CC(=NC2=CC1)N1C[C@H](N([C@H](C1)C)C(=O)OC1CC2(CN(C2)CC2=CC=CC=C2)C1)C